4-(1-((3R,7R)-2-(3,4-dichlorobenzoyl)-3,7-dimethyl-10-oxo-1,3,4,7,8,10-hexahydropyrido[4',3':3,4]pyrazolo[1,5-a]pyrazin-9(2H)-yl)ethyl)-N-methylbenzenesulfonamide ClC=1C=C(C(=O)N2CC=3C(=NN4C3C(N(C[C@H]4C)C(C)C4=CC=C(C=C4)S(=O)(=O)NC)=O)C[C@H]2C)C=CC1Cl